2-((2-chloroquinazolin-4-yl)amino)thiazole-4(5H)-one ClC1=NC2=CC=CC=C2C(=N1)NC=1SCC(N1)=O